C(C)(C)OC=1C=C(C(=O)N)C=CN1 2-isopropoxyisonicotinamide